ClC=1C=C(C(NC1)=O)C 5-chloro-3-methylpyridin-2(1H)-one